ClC1=CC=C(C=C1)NC([C@H](C)C12CC(C1)(C2)NC2=NC(=NC=C2)C)=O |r| racemic-N-(4-chlorophenyl)-2-(3-((2-methylpyrimidin-4-yl)amino)bicyclo[1.1.1]pentan-1-yl)propanamide